N-(2-hydroxy-ethyl)acrylamide OCCNC(C=C)=O